5-carboxymethyl-2-thiouridine C(=O)(O)CC=1C(NC(N([C@H]2[C@H](O)[C@H](O)[C@@H](CO)O2)C1)=S)=O